[Na].[K].[Zr].[Hf].[Nb] niobium hafnium zirconium potassium sodium